C1(=CC=CC(=C1)NC=1C(=C2C=CC=CC2=CC1)C=1C(=CC=C2C=CC=CC12)NC=1C=CC=C(C1)C1=CC(=CC=C1)C1=CC=CC=C1)C1=CC(=CC=C1)C1=CC=CC=C1 (S)-N2,N2'-di([1,1':3',1''-terphenyl]-5-yl)-[1,1'-binaphthalene]-2,2'-diamine